(1r,4r)-4-(3-chloroanilino)-2'-{3-[(pyridin-4-yl)methoxy]phenyl}-2',3'-dihydrospiro[cyclohexane-1,1'-indene]-4-carboxylic acid ClC=1C=C(NC2(CCC3(C(CC4=CC=CC=C34)C3=CC(=CC=C3)OCC3=CC=NC=C3)CC2)C(=O)O)C=CC1